1-Amino-6-(2-fluoro-6-methylphenyl)-4-(2-(piperidin-4-yl)thiazol-5-yl)isoquinoline-7-carbonitrile NC1=NC=C(C2=CC(=C(C=C12)C#N)C1=C(C=CC=C1C)F)C1=CN=C(S1)C1CCNCC1